COC[C@@H](C1=CC(=NC=C1)OCC(F)(F)F)NC(=O)NC1CC(C1)C(F)(F)F |r| (±)-1-{2-Methoxy-1-[2-(2,2,2-Trifluoro-Ethoxy)-Pyridin-4-yl]-Ethyl}-3-(3-Trifluoromethyl-Cyclobutyl)-Urea